ClC1CC(CC1C(F)(F)F)C(=O)NC=1C=CC(=C2C=CC=NC12)I 3-chloro-N-(5-iodoquinolin-8-yl)-4-(trifluoromethyl)cyclopentane-1-carboxamide